F[C@@H]1[C@@H](C1)NC(=O)C1=CN=C2N1N=C(C=C2NC)NC2=CC(=CC=C2)C2=NC=C(C=C2)C=O N-[(1R,2S)-2-fluorocyclopropyl]-6-{[3-(5-formylpyridin-2-yl)phenyl]amino}-8-(methylamino)imidazo[1,2-b]pyridazine-3-carboxamide